(1R,3S)-3-(3-{[(5-methylpyrazin-2-yl)acetyl]amino}-1H-pyrazol-5-yl)cyclopentyl(3,3,3-trifluoropropyl)carbamate CC=1N=CC(=NC1)CC(=O)NC1=NNC(=C1)[C@@H]1C[C@@H](CC1)N(C([O-])=O)CCC(F)(F)F